C(C1=CC=CC=C1)C12CCC(CC1)(N2)[C@@H](O)C2=CC(=CC=C2)F (S)-(4-Benzyl-7-azabicyclo[2.2.1]heptan-1-yl)(3-fluorophenyl)methanol